α-methyl-β-butyrolactone CC1C(=O)OC1C